IC1=CN=C2N1C(=NC(=C2)C2CN(CC2)C(=O)OC(C)(C)C)OC tert-butyl 3-(3-iodo-5-methoxyimidazo[1,2-c]pyrimidin-7-yl)pyrrolidine-1-carboxylate